BrC1=NC(=CC=C1)OCC1=NNC=C1 2-bromo-6-(1H-pyrazol-3-ylmethoxy)pyridine